FC(C1=CC=2N(C(=NC(C2C2=C(C=CC=C2)F)=O)NCC)C=C1)F 6-(difluoromethyl)-1-(ethylamino)-4-(2-fluorophenyl)-3H-pyrido[1,2-c]pyrimidin-3-one